CN1N=C(C=C1CCCOC1OCCCC1)C1=C2C=C(N=CC2=C(N=C1)NC)NC(=O)C1CC1 N-(5-(1-methyl-5-(3-((tetrahydro-2H-pyran-2-yl)oxy)propyl)-1H-pyrazol-3-yl)-8-(methylamino)-2,7-naphthyridin-3-yl)cyclopropanecarboxamide